FC(C(O)=C1C(OC(OC1=O)(C)C)=O)(C1=CC=CC2=CC=CC=C12)F 5-(2,2-difluoro-1-hydroxy-2-(naphthalen-1-yl)ethylidene)-2,2-dimethyl-1,3-dioxane-4,6-dione